COC1=NC=CC=C1C=1C=C(NC1)C(=O)NC1C[C@H]2CCCC(C1)N2C 4-(2-methoxypyridin-3-yl)-N-((1R)-9-methyl-9-azabicyclo[3.3.1]nonan-3-yl)-1H-pyrrole-2-carboxamide